The molecule is an N(4)-acetylcytidine 5'-monophosphate that results from the removal of two protons from the phosphate group; major species at pH 7.3. CC(=O)NC1=NC(=O)N(C=C1)[C@H]2[C@@H]([C@@H]([C@H](O2)COP(=O)([O-])[O-])O)O